1,2-dimethylimidazolium tetrachloroaluminate Cl[Al-](Cl)(Cl)Cl.CN1C(=[NH+]C=C1)C